The molecule is a monocarboxylic acid anion that is the dianion of phosphonoacetic acid arising from deprotonation of the carboxylic acid and partial depronation of the phosphate. It is a conjugate base of a phosphonoacetic acid. C(C(=O)[O-])P(=O)(O)[O-]